C(C)NC1=CC=C(C(=O)C2=CC=C(C=C2)NCC)C=C1 4,4'-diethylaminobenzophenone